(morpholino)(phenyl)phosphine O1CCN(CC1)PC1=CC=CC=C1